C(C)(C)S(=O)(=O)[O-] 1-isopropylsulfonate